ClC1=NC(=C2N(C=NC2=N1)C1CC1)N1CC2CCC(C1)N2C(=O)OC(C)(C)C tert-Butyl 3-(2-chloro-7-cyclopropyl-purin-6-yl)-3,8-diazabicyclo[3.2.1]octane-8-carboxylate